COCC1CN(CC(C1)OS(=O)(=O)C)C(=O)OC(C)(C)C tert-Butyl 3-(methoxymethyl)-5-((methylsulfonyl)oxy)piperidine-1-carboxylate